SC(C(=O)OCCOCCOC(C(C)S)=O)C diethylene glycol di(mercaptopropionate)